N1=CC(=C2N1C=CC=N2)C(=O)N2CCC1(C(C1)CNC(=O)C1=CC=3C(=CN=CC3)O1)CC2 N-[[6-(pyrazolo[1,5-a]pyrimidine-3-carbonyl)-6-azaspiro[2.5]octan-2-yl]methyl]furo[2,3-c]pyridine-2-carboxamide